CC1C(=C(C(=O)CC1(C)C)C)C dimethyl-isophorone